[Si](C)(C)(C(C)(C)C)OC[C@H]1C[C@H]([C@H]2[C@@H]1OC(O2)(C)C)N2C=C(C1=C2N=CN=C1Cl)I 7-((3as,4R,6R,6ar)-6-(((tert-butyldimethylsilyl)oxy)methyl)-2,2-dimethyltetrahydro-4H-cyclopenta[d][1,3]dioxol-4-yl)-4-chloro-5-iodo-7H-pyrrolo[2,3-d]pyrimidine